N-[2-amino-5-(4-fluorophenyl)phenyl]-4-[(3-methylimidazol-4-yl)sulfonyl]benzamide NC1=C(C=C(C=C1)C1=CC=C(C=C1)F)NC(C1=CC=C(C=C1)S(=O)(=O)C=1N(C=NC1)C)=O